FC(COS(=O)Cl)(C(F)F)F.CC(=C=CC1=CC2=CC=CC=C2C=C1)CCC1=CC=CC=C1 2-(3-Methyl-5-phenyl-1,2-pentadien-1-yl)naphthalene 2,2,3,3-tetrafluoropropyl-chlorosulfite